methyl 5-(2-((tert-butoxycarbonyl) amino) ethyl)-1-(tert-butyl)-1H-pyrazole-4-carboxylate C(C)(C)(C)OC(=O)NCCC1=C(C=NN1C(C)(C)C)C(=O)OC